C(C)(C)C1=C(NC2=CC=C(C=C12)C(=O)NC1CCN(CC1)C(C)C)C=1C=C(C=2N(C1)N=CN2)OC 3-isopropyl-N-(1-isopropylpiperidin-4-yl)-2-(8-methoxy-[1,2,4]triazolo[1,5-a]pyridin-6-yl)-1H-indole-5-carboxamide